C1=C(C=CC=2SC3=CC=CC=C3NC12)C(C)S(=O)(=O)N1C=C(CC1)CNC(OC(C)(C)C)=O t-butyl (((3R)-1-((1-(10H-phenothiazin-2-yl)ethyl)sulfonyl)pyrrolin-3-yl)methyl)carbamate